2-[1-[2-(benzyloxy)ethyl]-1H-pyrazol-4-yl]-3-methylcyclopropane C(C1=CC=CC=C1)OCCN1N=CC(=C1)C1CC1C